C(C)(=O)C(C(=O)OC)C(COC)=O methyl 2-acetyl-4-methoxy-3-oxobutyrate